FC(OC1=CC=C(C=C1)NN=C(C(=O)N)CC)F 2-(4-(difluoromethoxy)phenyl)hydrazonobutanamide